(S)-5-bromo-2-(1-((5-fluoroquinazolin-4-yl)amino)-2-methylpropyl)-3-phenylquinazolin-4(3H)-one BrC1=C2C(N(C(=NC2=CC=C1)[C@H](C(C)C)NC1=NC=NC2=CC=CC(=C12)F)C1=CC=CC=C1)=O